NCCOCCN(CC)CC [2-(2-aminoethoxy)ethyl]diethylamine